methyl 3-((2-((tert-butoxycarbonyl) amino) ethyl) amino)-6-((2,3-dichloropyridin-4-yl) thio)-5-methylpyrazine-2-carboxylate C(C)(C)(C)OC(=O)NCCNC=1C(=NC(=C(N1)C)SC1=C(C(=NC=C1)Cl)Cl)C(=O)OC